Hexan-4-amine CCCC(CC)N